5-fluoro-2,4-dimethylbenzo[d]isothiazole-3(2H)-thione-1,1-dioxide FC=1C=CC2=C(C(N(S2(=O)=O)C)=S)C1C